3-(1,4-dimethyl-1H-benzo[d][1,2,3]triazol-5-yl)-3-(3-((3-(4-methoxyphenyl)morpholino)methyl)-4-methylphenyl)propanoic acid, formic acid salt C(=O)O.CN1N=NC2=C1C=CC(=C2C)C(CC(=O)O)C2=CC(=C(C=C2)C)CN2C(COCC2)C2=CC=C(C=C2)OC